5-(1-(2-chloro-phenyl)-1H-pyrazol-4-yl)-4-ethoxy-1-methyl-pyridin-2(1H)-one ClC1=C(C=CC=C1)N1N=CC(=C1)C=1C(=CC(N(C1)C)=O)OCC